imidazopyridine nitrogen [N].N1C=NC2=C1C=CC=N2